3-(1-oxo-5-(((1S,2S)-2-((pyrazolo[1,5-a]pyrimidin-6-ylmethyl)amino)cyclohexyl)oxy)isoindolin-2-yl)piperidine-2,6-dione O=C1N(CC2=CC(=CC=C12)O[C@@H]1[C@H](CCCC1)NCC=1C=NC=2N(C1)N=CC2)C2C(NC(CC2)=O)=O